methyl-5-(8-(4,4,5,5-tetramethyl-1,3,2-dioxaborolan-2-yl)isoquinolin-3-yl)picolinate COC(C1=NC=C(C=C1)C=1N=CC2=C(C=CC=C2C1)B1OC(C(O1)(C)C)(C)C)=O